C1(=CC=CC2=CC=CC=C12)C1=CC=C(C=C1)B(O)O (4-(naphthalene-1-yl)phenyl)boronic acid